2-[2-(N,N-dimethylamino)ethyl]-6-(4'-methoxybiphenyl-4-yl)methoxytetralin CN(C)CCC1CC2=CC=C(C=C2CC1)OCC1=CC=C(C=C1)C1=CC=C(C=C1)OC